F[C@]1(CCC=2N(C1)N=C(C2C2=C1C(=NC(=C2)C)NN=C1)C1=NC=C(C=C1)F)COC([2H])([2H])[2H] (S)-4-(6-Fluoro-2-(5-fluoropyridin-2-yl)-6-((methoxy-d3)methyl)-4,5,6,7-tetrahydropyrazolo[1,5-a]pyridin-3-yl)-6-methyl-1H-pyrazolo[3,4-b]pyridine